CC(C(=O)N)=O methyl-2-oxoacetamide